ClC1=NC=2C(=NC(=CC2)OC)N1CC1=CC=C(C#N)C=C1 4-((2-chloro-5-methoxy-3H-imidazo[4,5-b]pyridin-3-yl)methyl)benzonitrile